2-phenyl-3,6-dihydro-2H-pyridine C1(=CC=CC=C1)C1NCC=CC1